(S)-(4,6-bis(1-methyl-1H-pyrazol-5-yl)thieno[2,3-b]pyridin-2-yl)(cyclobutyl)methanol CN1N=CC=C1C1=C2C(=NC(=C1)C1=CC=NN1C)SC(=C2)[C@@H](O)C2CCC2